NC(C(C1=CC=CC=C1)SC1=C(C(=C(C(=N1)N1CC(C1)NC(OC(C)(C)C)=O)C#N)CC)C#N)=O tert-Butyl (1-(6-((2-amino-2-oxo-1-phenylethyl)thio)-3,5-dicyano-4-ethylpyridin-2-yl)azetidin-3-yl)carbamate